FC=1C(=C(C=CC1F)C(=O)N1CC(C1)(O)CNC1=CC(=CC=C1)OC)NC1=C(C=C(C=C1)I)F 1-({3,4-difluoro-2-[(2-fluoro-4-iodophenyl)amino]Phenyl}carbonyl)-3-({[3-(methyloxy)phenyl]Amino}methyl)azetidin-3-ol